3-(3,5-dimethyl-1-(3-methyl-[1,2,4]triazolo[4,3-b]pyridazin-6-yl)-1H-pyrazol-4-yl)-1-(4-(quinolin-6-ylmethyl)piperazin-1-yl)propan-1-one tert-butyl-(2-(benzylamino)ethyl)carbamate C(C)(C)(C)N(C(O)=O)CCNCC1=CC=CC=C1.CC1=NN(C(=C1CCC(=O)N1CCN(CC1)CC=1C=C2C=CC=NC2=CC1)C)C=1C=CC=2N(N1)C(=NN2)C